COC1=C(C=C(C(=C1)N1CCC(CC1)N1CCN(CC1)C)C)NC=1N=C(C2=C(N1)NC=C2)NC=2C(=C1N=CC=NC1=CC2)P(C)(C)=O (6-((2-((2-methoxy-5-methyl-4-(4-(4-methyl-piperazin-1-yl)piperidin-1-yl)phenyl)amino)-7H-pyrrolo[2,3-d]pyrimidin-4-yl)amino)quinoxalin-5-yl)dimethyl-phosphine oxide